tert-butyl ((1R,2R,4R,5S)-8-cyano-4-methyl-8-azabicyclo[3.2.1]octan-2-yl)carbamate C(#N)N1[C@H]2[C@@H](C[C@H]([C@@H]1CC2)C)NC(OC(C)(C)C)=O